NC1=C(C(=O)NC2=CC(=CC=3OCOC32)C(C)OCCC)C=CC=N1 2-amino-N-[6-(1-propoxyethyl)benzo[d][1,3]dioxol-4-yl]nicotinamide